C1=C2C(N3C(=NC2=CC=C1)CCCC3)=O 6,7,8,9-tetrahydro-11H-pyrido[2,1-b]quinazolin-11-one